C(C1=CC=CC=C1)OCCCC1=CC=CC=C1 (3-(benzyloxy)propyl)benzene